Methyl 2-bromo-5-(tetrahydrofuran-3-yl)thiazole-4-carboxylate BrC=1SC(=C(N1)C(=O)OC)C1COCC1